cis-2-cyano-N-[5-[2-methyl-4-[(1-methylazetidin-2-yl)methoxy]pyrazol-3-yl]pyrazolo[1,5-a]pyridin-2-yl]cyclopropanecarboxamide C(#N)[C@@H]1[C@@H](C1)C(=O)NC1=NN2C(C=C(C=C2)C=2N(N=CC2OCC2N(CC2)C)C)=C1